CN1N=C(C(=C1)[C@@H]1CN(C[C@@H](C1)C)C1=NC=CC(=N1)C1=CN=C2N1C=C(C=C2)C(F)(F)F)C 3-(2-((3r,5r)-3-(1,3-dimethyl-1H-pyrazol-4-yl)-5-methylpiperidin-1-yl)pyrimidin-4-yl)-6-(trifluoromethyl)imidazo[1,2-a]pyridine